2-(2-(4-(4-Methoxyphenyl)piperazin-1-yl)ethyl)isoindoline-1,3-dione COC1=CC=C(C=C1)N1CCN(CC1)CCN1C(C2=CC=CC=C2C1=O)=O